(Dl)-8-glycidoxyoctyl-trimethoxysilane C(C1CO1)OCCCCCCCC[Si](OC)(OC)OC